C(CCC)OCC Ethyl Butyl ether